The molecule is a member of the class of hydroxylamines that is L-ornithine in which one of the N(5)-amino hydrogens is replaced by a hydroxy group. It is a L-ornithine derivative, a member of hydroxylamines and a non-proteinogenic alpha-amino acid. It is a tautomer of a N(5)-hydroxy-L-ornithine zwitterion. C(C[C@@H](C(=O)O)N)CNO